3-(3,3-difluoropyrrolidin-1-yl)-1-(4-(3-isopropyl-2-(8-methyltetrazolo[1,5-a]pyridin-6-yl)-1H-indol-5-yl)piperidin-1-yl)propan-1-one FC1(CN(CC1)CCC(=O)N1CCC(CC1)C=1C=C2C(=C(NC2=CC1)C=1C=C(C=2N(C1)N=NN2)C)C(C)C)F